2-(3-acetylpyrazin-2-yl)-4-[(4-methoxyphenyl)methyl]-6,6-dimethyl-1,3,4-oxadiazin-5-one C(C)(=O)C=1C(=NC=CN1)C=1OC(C(N(N1)CC1=CC=C(C=C1)OC)=O)(C)C